ClC1=C(C=CC(=C1)F)F 1-chloro-2,5-difluorobenzene